2,4-dichloro-5-isopropoxyanilineamine ClC1=C(NN)C=C(C(=C1)Cl)OC(C)C